C(CCCCCCCCCCCCC)(=O)[O-].C(CCCCCCCCCCCCC)(=O)[O-].[Al+2] aluminium dimyristate